FC1(OC2=C(C=NC(=C2)C=O)O1)F 2,2-difluoro-2H-[1,3]dioxolo[4,5-c]pyridine-6-carbaldehyde